N-(9-((3aR,5R,6R,6aS)-2,2-di-tert-butyl-6-methoxytetrahydrofuro[2,3-d][1,3,2]dioxasilol-5-yl)-9H-purin-6-yl)benzamide C(C)(C)(C)[Si]1(O[C@@H]2[C@@H](O1)O[C@H]([C@@H]2OC)N2C1=NC=NC(=C1N=C2)NC(C2=CC=CC=C2)=O)C(C)(C)C